FC(C(=O)O)(F)F.C(C)(C)N1CCC(=CC1)C1=CC2=C(C=3N(CCC2NC2=CC(=CC=C2)S(=O)(=O)C)N=NC3C)C=C1 9-(1-isopropyl-1,2,3,6-tetrahydropyridin-4-yl)-1-methyl-N-(3-(methyl-sulfonyl)phenyl)-6,7-dihydro-5H-benzo[c][1,2,3]triazolo[1,5-a]azepin-7-amine 2,2,2-trifluoroacetate